C1(C(C(C(C(C1[2H])([2H])[2H])([2H])[2H])([2H])[2H])([2H])[2H])([2H])C1=C(C(=NN=N1)C1=C(C=CC=C1)C=1[Se]C2=C(C1C1=C(C(=CC=3C4=CC=CC=C4CC13)C)C)C=CC=C2)C2(C(C(C(C(C2[2H])([2H])[2H])([2H])[2H])([2H])[2H])([2H])[2H])[2H] [(diphenyl-d10)triazinyl][(dimethyl-fluorenyl)benzoselenophenyl]benzene